5-(4-chloro-2-fluoro-phenyl)-7-(2-cyclobutyl-4-morpholinyl)-2,3-dimethylpyrido-[4,3-d]pyrimidin-4(3H)-one ClC1=CC(=C(C=C1)C1=NC(=CC=2N=C(N(C(C21)=O)C)C)N2CC(OCC2)C2CCC2)F